FC(C1=CC=C(C=C1)N1N=NC(=C1COC1=CC=C(N=N1)N1CC=2N(C3=C(NC2)C=CC(=N3)F)CC1)C)F (S)-8-(6-((1-(4-(Difluoromethyl)phenyl)-4-methyl-1H-1,2,3-triazol-5-yl)methoxy)Pyridazin-3-yl)-2-fluoro-7,8,9,10-tetrahydro-5H-pyrazino[1,2-a]pyrido[3,2-e]pyrazine